4-[[4-[2-[1-(6,7-dihydro-5H-pyrrolo[1,2-c]imidazol-1-yl)-2-oxo-2-(thiazol-2-ylamino)ethyl]-7-fluoro-3-oxo-isoindolin-5-yl]phenyl]methyl]piperidine-1-carboxylic acid tert-butyl ester C(C)(C)(C)OC(=O)N1CCC(CC1)CC1=CC=C(C=C1)C=1C=C2C(N(CC2=C(C1)F)C(C(NC=1SC=CN1)=O)C1=C2N(C=N1)CCC2)=O